[Br-].[Br-].S1C(=CC=C1)C=1SC=CC1 bithiophene dibromide